N-[5-(2,6-difluoro-4-methoxyphenyl)-2-(4-methoxy-5-methylpyridin-2-yl)-1-methyl-3-oxo-2,3-dihydro-1H-pyrazol-4-yl]-4-(difluoromethoxy)benzamide FC1=C(C(=CC(=C1)OC)F)C1=C(C(N(N1C)C1=NC=C(C(=C1)OC)C)=O)NC(C1=CC=C(C=C1)OC(F)F)=O